OC1=CC=C(C=C1)C1(CCC(CC1)C(C)(C)C1CCC(CC1)(C1=CC=C(C=C1)O)C1=CC=C(C=C1)O)C1=CC=C(C=C1)O 2,2-bis-[4,4-bis(4-hydroxyphenyl)cyclohexyl]propane